COC=1C(=CC2=C(C=NCS2)C1)OC 6,7-Dimethoxy-2H-benzo[e][1,3]thiazine